N-(undec-1-ylcarbonyloxyethyl)morpholine C(CCCCCCCCCC)C(=O)OCCN1CCOCC1